CC1=C(C=C(C(=O)NC2=CC(=NC=C2)C(F)(F)F)C=C1)NC1=NC=CC=C1C1=C2N=CN(C2=NC=N1)C1OCCCC1 4-methyl-3-((3-(9-(tetrahydro-2H-pyran-2-yl)-9H-purin-6-yl)pyridin-2-yl)amino)-N-(2-(trifluoromethyl)pyridin-4-yl)-benzamide